The molecule is a 1,2-diacyl-sn-glycerol 3-phosphate in which the 1- and 2-acyl substituent are specified as palmitoyl and (4Z,7Z,10Z,13Z,16Z,19Z)-docosahexaenoyl respectively. It derives from a hexadecanoic acid and an all-cis-docosa-4,7,10,13,16,19-hexaenoic acid. It is a conjugate acid of a 1-palmitoyl-2-[(4Z,7Z,10Z,13Z,16Z,19Z)-docosahexaenoyl]-sn-glycero-3-phosphate(2-). CCCCCCCCCCCCCCCC(=O)OC[C@H](COP(=O)(O)O)OC(=O)CC/C=C\\C/C=C\\C/C=C\\C/C=C\\C/C=C\\C/C=C\\CC